5-(1-(4,4-difluorocyclohexyl)-5-(3,5-dimethylisoxazol-4-yl)-1H-pyrrolo[2,3-b]pyridin-3-yl)-4,6-diethoxypicolinic acid FC1(CCC(CC1)N1C=C(C=2C1=NC=C(C2)C=2C(=NOC2C)C)C=2C(=CC(=NC2OCC)C(=O)O)OCC)F